tert-Butyl 3-acetamido-5-((E)-2-((3aR,5r,6aS)-2-(tert-butoxycarbonyl)octahydrocyclopenta[c]pyrrol-5-yl)vinyl)-1H-indole-1-carboxylate C(C)(=O)NC1=CN(C2=CC=C(C=C12)\C=C\C1C[C@@H]2[C@@H](CN(C2)C(=O)OC(C)(C)C)C1)C(=O)OC(C)(C)C